1-chloro-1,2,3,3-tetrafluoropropene ClC(=C(C(F)F)F)F